4-bromo-2-formyl-3-hydroxybenzoic acid methyl ester COC(C1=C(C(=C(C=C1)Br)O)C=O)=O